3-hydroxy-6-(5-hydroxy-7-methoxy-4-oxo-4H-chromen-2-yl)phenolate OC=1C=C(C(=CC1)C=1OC2=CC(=CC(=C2C(C1)=O)O)OC)[O-]